β,14β-pregnane CC[C@H]1CC[C@@H]2[C@@H]3CCC4CCCC[C@]4(C)[C@H]3CC[C@]12C